C(C)(C)(C)OC(N(C)CC1=CC(=CC=C1)Br)=O.CN(C(OC(C)(C)C)=O)CC1=CC(=CC=C1)CCNC(=O)OCC1=CC=CC=C1 tert-Butyl N-methyl-N-[[3-[2-(phenylmethoxycarbonylamino)ethyl]phenyl]methyl]carbamate tert-Butyl-(3-Bromobenzyl)(methyl)carbamate